CC(COCCO)(N)C 2-(dimethyl-aminoethoxy)ethanol